2-bromo-N-[2-(2,6-dioxopiperidin-3-yl)-1,3-dioxoisoindol-4-yl]acetamide BrCC(=O)NC1=C2C(N(C(C2=CC=C1)=O)C1C(NC(CC1)=O)=O)=O